IC1=CC=C(CN)C=C1 para-iodobenzylamine